4-(phenoxy)-2,2,6,6-tetramethylpiperidin-1-ol O(C1=CC=CC=C1)C1CC(N(C(C1)(C)C)O)(C)C